3-((benzyloxy)methyl)-1-(2-chloro-7-fluoro-4-(1,1,1-trifluoropropan-2-yl)quinolin-6-yl)-4-ethyl-1H-1,2,4-triazol-5(4H)-one C(C1=CC=CC=C1)OCC1=NN(C(N1CC)=O)C=1C=C2C(=CC(=NC2=CC1F)Cl)C(C(F)(F)F)C